FC(C=1C(=C(C=CC1)[C@@H](C)NC1=NN=C(C=2C1=CN(C(C2)=O)C2CCNCC2)C)F)F (R)-4-((1-(3-(difluoromethyl)-2-fluorophenyl)ethyl)amino)-1-methyl-6-(piperidin-4-yl)pyrido[3,4-d]pyridazin-7(6H)-one